C1(=CC=CC=C1)C1CC(=NO1)C(=O)OCC ethyl 5-phenyl-2-isoxazoline-3-carboxylate